ethyl 7-chloro-5-cyclopropylpyrazolo[1,5-a]pyrimidine-2-carboxylate ClC1=CC(=NC=2N1N=C(C2)C(=O)OCC)C2CC2